O=C1C=CC2=CC=CC=C12 oxoindene